O[C@@H]1C[C@@H](CC1)NC1=NC(=NC=C1C(=O)N)NC1CCC(CC1)OC 4-((1R,3S)-3-hydroxycyclopentylamino)-2-((1r,4R)-4-methoxycyclohexylamino)pyrimidine-5-carboxamide